N-(2-oxo-1,3,2-oxathiaphospholanyl)propanamide O=P1(OCCS1)NC(CC)=O